bis[3,5-bis(trifluoromethyl)phenyl]amine FC(C=1C=C(C=C(C1)C(F)(F)F)NC1=CC(=CC(=C1)C(F)(F)F)C(F)(F)F)(F)F